FC=1C=C(C=NC1)C=1C=C(C=CC1C)NC(=O)N1C2CC(CC1C2)=O N-(3-(5-fluoropyridin-3-yl)-4-methylphenyl)-3-oxo-6-azabicyclo[3.1.1]heptane-6-carboxamide